C(=C)[SiH](CCCC)CCCC vinyl-di(n-butyl)silane